N1C(=CC2=CC=CC=C12)C(=O)OC(C)(C)C tert-butyl indolate